(3-vinyl-tetrahydrofuran-3-yl)-2,3,4,6-tetrahydro-1H-pyrido[2,1-f][1,2,4]Triazine-7-carboxamide C(=C)C1(COCC1)N1N2C(CNC1)=CCC(=C2)C(=O)N